C12CNCC(OC1)O2 6,8-dioxa-3-azabicyclo[3.2.1]Octane